tert-butyl 3-(4-(4-amino-3-(4-(2-fluorophenoxy)phenyl)-1H-pyrazolo[3,4-d]pyrimidin-1-yl)piperidin-1-yl)azetidine-1-carboxylate NC1=C2C(=NC=N1)N(N=C2C2=CC=C(C=C2)OC2=C(C=CC=C2)F)C2CCN(CC2)C2CN(C2)C(=O)OC(C)(C)C